FC=1C(=C(C(=O)O)C=CC1F)NC1=CC=CC=C1 3,4-difluoro-2-(phenylamino)benzoic acid